C(C)(C)(C)OC(NC1CCN(CC1)C1=NC=CC(=C1Cl)OC1=C(C=C(C=C1)I)Cl)=O (1-(3-chloro-4-(2-chloro-4-iodophenoxy)pyridin-2-yl)piperidin-4-yl)carbamic acid tert-butyl ester